4-((2-(dimethylamino)ethyl)(methyl)amino)-2-(2,2,2-trifluoro-N-(tetrahydro-2H-pyran-4-yl)acetamido)benzoic acid CN(CCN(C1=CC(=C(C(=O)O)C=C1)N(C(C(F)(F)F)=O)C1CCOCC1)C)C